propylene glycol di(2-ethylhexanoate) C(C)C(C(=O)OCC(C)OC(C(CCCC)CC)=O)CCCC